NCCN(CCN1C(N(CC1)CCN(CCN(CC#N)CC#N)CC#N)=O)CCN 2,2'-((2-((2-(3-(2-(bis(2-aminoethyl)amino)ethyl)-2-oxoimidazolidin-1-yl)ethyl)(cyanomethyl)amino)ethyl)azanediyl)diacetonitrile